ClC1=C(C=NC=C1)OC1=CC=C(C=C1)C1CN(C1)C(=O)N1C[C@@H]2[C@@H](OCC(N2)=O)CC1 (4aR,8aS)-6-[3-[4-[(4-chloro-3-pyridyl)oxy]phenyl]azetidine-1-carbonyl]-4,4a,5,7,8,8a-hexahydropyrido[4,3-b][1,4]oxazin-3-one